FC1(CN(CCC1NC1=CC=CC2=C1S(C=C2C=2N=CSC2)(=O)=O)C)F 7-((3,3-difluoro-1-methylpiperidin-4-yl)amino)-1,1-dioxido-3-(thiazol-4-yl)benzo[b]thiophen